C(C)(C)(C)OC(=O)N1CC(C1)(F)COC(=O)N1CCC(CC1)N(C1=CC(=NC=2N1N=CC2C(C)C)Cl)C(=O)OC(C)(C)C 4-((tert-butoxycarbonyl)(5-chloro-3-isopropylpyrazolo[1,5-a]pyrimidin-7-yl)amino)piperidine-1-carboxylic acid (1-(tert-butoxycarbonyl)-3-fluoroazetidine-3-yl)methyl ester